N-(cyclopentylmethyl)-2-(2-oxo-2,3-dihydro-1H-pyrido[2,3-b][1,4]thiazin-3-yl)acetamide C1(CCCC1)CNC(CC1C(NC2=C(S1)N=CC=C2)=O)=O